m-tertbutyl-phenol C(C)(C)(C)C=1C=C(C=CC1)O